FC=1C(=C(C=CC1F)[C@H]1[C@@H](O[C@]([C@H]1C)(C(F)(F)F)C)C(=O)O)OCCCCCCCCCCCCCC (2R,3S,4S,5R)-3-[3,4-difluoro-2-(tridecylmethoxy)phenyl]-4,5-dimethyl-5-(trifluoromethyl)tetrahydrofuran-2-carboxylic acid